1-(3-morpholinopropyl)-3-(4-(1-phenyl-2-(trifluoromethyl)-1H-benzoimidazol-5-yl)phenyl)urea O1CCN(CC1)CCCNC(=O)NC1=CC=C(C=C1)C1=CC2=C(N(C(=N2)C(F)(F)F)C2=CC=CC=C2)C=C1